1,6-dimethyl-4-(naphthalen-2-yl)-3-(naphthalen-2-ylmethyl)-1,2,3,4-tetrahydroquinoline CN1CC(C(C2=CC(=CC=C12)C)C1=CC2=CC=CC=C2C=C1)CC1=CC2=CC=CC=C2C=C1